(E)-3-(7-(diethylamino)-2-oxo-2H-benzopyran-3-yl)-N-(4-methoxyphenyl)acrylamide C(C)N(C1=CC2=C(C=C(C(O2)=O)/C=C/C(=O)NC2=CC=C(C=C2)OC)C=C1)CC